C(C1=CC=CC=C1)N1C(=NC2=C1C=CC(=C2)Cl)C2=CC=CC1=CC=CC=C21 1-benzyl-5-chloro-2-(naphthalen-1-yl)-1H-benzimidazole